(trifluoromethyl)naphthalen-2-yl pivalate C(C(C)(C)C)(=O)OC1=C(C2=CC=CC=C2C=C1)C(F)(F)F